OC1=C(C=C(C=C1I)C=O)I (4-hydroxy-3,5-diiodophenyl)methanone